(R)-5-((((6-(2-chloro-3-(3-chloro-2-(1-methyl-3-(((((R)-oxetan-2-yl)methyl)amino)methyl)-1H-indazol-6-yl)pyridin-4-yl)phenyl)-2-methoxypyridin-3-yl)methyl)amino)methyl)pyrrolidin-2-one ClC1=C(C=CC=C1C1=C(C(=NC=C1)C1=CC=C2C(=NN(C2=C1)C)CNC[C@@H]1OCC1)Cl)C1=CC=C(C(=N1)OC)CNC[C@H]1CCC(N1)=O